4-(2-Fluoro-4-(methylcarbamoyl)phenyl)-3,6-dihydropyridine-1(2H)-carboxylate FC1=C(C=CC(=C1)C(NC)=O)C=1CCN(CC1)C(=O)[O-]